(S)-N4-(3-bromo-6-(3,4-dimethylpiperazin-1-yl)-2-fluorophenyl)-6-chloropyrimidine-4,5-diamine BrC=1C(=C(C(=CC1)N1C[C@@H](N(CC1)C)C)NC1=NC=NC(=C1N)Cl)F